BrC=1C(=NC(=CC1)N1C=NN=C1)C(=O)NC1=NC=CC(=C1)C 3-bromo-N-(4-methylpyridin-2-yl)-6-(4H-1,2,4-triazol-4-yl)picolinamide